N1(N=CC=C1)CCNC(=O)C1=CC(=NO1)C1=CC=CC=C1 N-(2-(1H-pyrazol-1-yl)ethyl)-3-phenylisoxazole-5-carboxamide